1-(4-{2-[(5-{[2-(4-ethylpiperazin-1-yl)-2-oxoethyl](methyl)amino}pyridin-3-yl)amino]-4-methoxypyrimidin-5-yl}phenyl)pyrrolidin-2-one C(C)N1CCN(CC1)C(CN(C=1C=C(C=NC1)NC1=NC=C(C(=N1)OC)C1=CC=C(C=C1)N1C(CCC1)=O)C)=O